N-{4-(4-cyclopropyl-1H-imidazol-1-yl)-3-[(2,4-dimethoxybenzyl)sulfamoyl]phenyl}-2-(2-fluorophenyl)acetamide C1(CC1)C=1N=CN(C1)C1=C(C=C(C=C1)NC(CC1=C(C=CC=C1)F)=O)S(NCC1=C(C=C(C=C1)OC)OC)(=O)=O